6-chloro-N-(5-chloro-1-(2-(difluoromethoxy)ethyl)-1H-pyrazol-4-yl)-1H-indole-3-sulfonamide ClC1=CC=C2C(=CNC2=C1)S(=O)(=O)NC=1C=NN(C1Cl)CCOC(F)F